6-{4-amino-7-[3-(dimethylamino)prop-1-ynyl]-2-{4-[(2-fluoroacrylamido)]phenyl}-1-methylpyrrolo[3,2-c]pyridin-3-yl}-4-methoxy-N-(2,2,2-trifluoroethyl)pyridine-3-carboxamide NC1=NC=C(C2=C1C(=C(N2C)C2=CC=C(C=C2)NC(C(=C)F)=O)C2=CC(=C(C=N2)C(=O)NCC(F)(F)F)OC)C#CCN(C)C